Trans-1,2-dithiane-4,5-diol S1SC[C@H]([C@@H](C1)O)O